DL-2-aminotetralin-2-carboxylic acid C1CC(CC2=CC=CC=C21)(C(=O)O)N